C(CCCC1=C(C(=CC=C1C)C(C)(C)C)O)C1=C(C(=CC=C1C)C(C)(C)C)O butylenebis-(6-t-butyl-3-methylphenol)